C(C(C)C)N1N=NC2=C1C=CC(=C2)C=2OC1=C(N2)C=CC(=C1)OC 2-(1-isobutyl-1H-benzo[d][1,2,3]triazol-5-yl)-6-methoxy-benzo[d]oxazole